Cl.C(C)C1(OB(OC1(CC)CC)C1=CC=C(C=C1)COC1=CC(N(C=C1)C1=CC=2C=C3N(C2C=C1)CCNCC3)=O)CC 4-{[4-(4,4,5,5-tetraethyl-1,3,2-dioxa-borolan-2-yl)phenyl]methoxy}-1-(2,3,4,5-tetrahydro-1H-[1,4]diazepino[1,7-a]indol-9-yl)pyridin-2(1H)-one hydrochloride salt